C/C(/C(=O)OC1CC(C2(CCC(C(C3OC(C(=C31)COC(C)=O)=O)O)(O2)C)O)C)=C\C 3-(acetoxymethyl)-7,11-dihydroxy-6,10-dimethyl-2-oxo-2,4,5,6,7,8,9,10,11,11a-decahydro-7,10-epoxycyclodeca[b]furan-4-yl (E)-2-methylbut-2-enoate